C1(=C(C=CC=C1)C1=C(C2=C([Se]C3=C2C=CC=C3)C=C1)C=1C(=C(C=CC1)C=1C(=CC=CC1)C1=CC=CC=C1)C1=NN=NC(=C1C1=CC=CC=C1)C1=CC=CC=C1)C1=CC=CC=C1 [(biphenylyl)dibenzoselenophenyl](diphenyltriazinyl)terphenyl